N-[2-(3,3-difluoropyrrolidin-1-yl)-4-(2-fluoro-phenyl)-3-pyridyl]-3-(trifluoromethyl)-6,8-dihydro-5H-[1,2,4]tri-azolo[4,3-a]pyrazine-7-carboxamide FC1(CN(CC1)C1=NC=CC(=C1NC(=O)N1CC=2N(CC1)C(=NN2)C(F)(F)F)C2=C(C=CC=C2)F)F